4-methylaniline-2,6-d2 CC=1C=C(C(N)=C(C1)[2H])[2H]